(1R,2S,4R)-2-(hydroxymethyl)-4-methyl-2-((methylthio)methyl)quinuclidin-3-one OC[C@@]1(N2CCC(C1=O)(CC2)C)CSC